But-3-ene CCC=C